N(=[N+]=[N-])CC1=C(C=C(C=C1)C=1OC(=NN1)C(F)F)F 2-(4-(azidomethyl)-3-fluorophenyl)-5-(difluoromethyl)-1,3,4-oxadiazole